(R)-1-(5-bromopyridin-2-yl)ethanol tert-butyl-1-(2-hydroxyethyl)-3-trityl-3,8-diazabicyclo[3.2.1]octane-8-carboxylate C(C)(C)(C)C1C2(CCC(CN1C(C1=CC=CC=C1)(C1=CC=CC=C1)C1=CC=CC=C1)N2C(=O)O[C@H](C)C2=NC=C(C=C2)Br)CCO